4-bromopentane-5,5-d BrC(CCC)C([2H])[2H]